N-phenyl-6-(2-benzofuranyl)naphthylamine C1(=CC=CC=C1)NC1=CC=CC2=CC(=CC=C12)C=1OC2=C(C1)C=CC=C2